2,2'-[1,1'-binaphthyl-2,2'-diylbis(oxy)]diethanol C1(=C(C=CC2=CC=CC=C12)OCCO)C1=C(C=CC2=CC=CC=C12)OCCO